2-[2-[2-[[2-[2-[2-(9H-Fluoren-9-ylmethoxycarbonylamino)ethoxy]ethoxy]acetyl]amino]ethoxy]ethoxy]acetic acid C1=CC=CC=2C3=CC=CC=C3C(C12)COC(=O)NCCOCCOCC(=O)NCCOCCOCC(=O)O